4-(bis(5-chloro-1H-pyrrolo[2,3-b]pyridin-3-yl)methyl)phenol ClC=1C=C2C(=NC1)NC=C2C(C2=CC=C(C=C2)O)C2=CNC1=NC=C(C=C12)Cl